C1(=CC=CC=C1)C(=C(C1=CC=CC=C1)C1=CC=CC=C1)C1=CC=C(C=C1)C=1N=C(NC1C1=CC=C(C=C1)C(=C(C1=CC=CC=C1)C1=CC=CC=C1)C1=CC=CC=C1)C1=NC2=CC=CC=C2C=C1 2-(4,5-bis(4-(1,2,2-triphenylvinyl)phenyl)-1H-imidazole-2-yl)quinoline